OC1CN(CC1)CCC(=O)NC=1C(=C(C=CC1)C1=C2CCN(C2=CC=C1)C(=O)C1=NC2=C(CN(CC2)CC(=O)O)N1C)C 2-(2-(4-(3-(3-(3-hydroxypyrrolidin-1-yl)propanamido)-2-methylphenyl)indoline-1-carbonyl)-3-methyl-3,4,6,7-tetrahydro-5H-imidazo[4,5-c]pyridin-5-yl)acetic acid